N-(4-(3,6-di-tert-butyl-9H-carbazol-1-yl)naphthalen-2-yl)-N-(3,5-di-tert-butylphenyl)triphenylen-2-amine C(C)(C)(C)C=1C=C(C=2NC3=CC=C(C=C3C2C1)C(C)(C)C)C1=CC(=CC2=CC=CC=C12)N(C1=CC=2C3=CC=CC=C3C3=CC=CC=C3C2C=C1)C1=CC(=CC(=C1)C(C)(C)C)C(C)(C)C